N1(CCC1)CC1=C(CNC2=CC(=C(C(=C2)F)S(=O)(=O)NC2=NOC=C2)F)C=CC=C1 4-((2-(azetidin-1-ylmethyl)benzyl)amino)-2,6-difluoro-N-(isoxazol-3-yl)benzenesulfonamide